C1(CC1)C=1C=NN(C1CO)C1=C(C=CC=C1Cl)Cl (4-cyclopropyl-1-(2,6-dichlorophenyl)-1H-pyrazol-5-yl)methanol